[1-ethyl-5-methoxy-6-(1H-1,2,3,4-tetrazol-5-yl)-1H-imidazo[4,5-b]pyridin-2-yl](phenyl)(pyridin-4-yl)methanol C(C)N1C(=NC2=NC(=C(C=C21)C2=NN=NN2)OC)C(O)(C2=CC=NC=C2)C2=CC=CC=C2